FC1=CC(=C(CC=2C=CC=3C=CCCC3C2)C=C1)C(F)(F)F 3-(4-fluoro-2-(trifluoromethyl)benzyl)-5H-naphthalene